ClC1=C(C=CC=C1Cl)C=1N=C(C(=NC1)N1CCC2([C@@H]([C@@H](OC2)C)N)CC1)C(F)F (3S,4S)-8-[5-(2,3-dichlorophenyl)-3-(difluoromethyl)pyrazin-2-yl]-3-methyl-2-oxa-8-azaspiro[4.5]decan-4-amine